C1(CC1)CNC(=O)C1=CC=C(C(=N1)C)C=1CCNCC1 N-(cyclopropylmethyl)-2-methyl-1',2',3',6'-tetrahydro-[3,4'-bipyridine]-6-carboxamide